1,3-bis(2,6-diisopropylphenyl)imidazolidinone C(C)(C)C1=C(C(=CC=C1)C(C)C)N1C(N(CC1)C1=C(C=CC=C1C(C)C)C(C)C)=O